COC1(CCC1)C1=CC=C2C=C(C(NC2=C1)=O)C(=O)OC1=C(C(=C(C(=C1F)F)F)F)F perfluorophenyl 7-(1-methoxycyclobutyl)-2-oxo-1,2-dihydroquinoline-3-carboxylate